sodium bis-salicylate C(C=1C(O)=CC=CC1)(=O)[O-].C(C=1C(O)=CC=CC1)(=O)[O-].[Na+].[Na+]